IC1=NN(C2=C1C(NC=C2)=O)CCC 3-Iodo-1-propyl-1,5-dihydro-4H-pyrazolo[4,3-c]pyridin-4-one